C(C)N(C(=O)C[N+]1=CC=C(C=C1)C1=CC=[N+](C=C1)CC(N(CC)CC)=O)CC 1,1'-bis(diethylcarbamoylmethyl)-4,4'-bipyridinium